3-(3,3-dimethylbutyryl)-N-(1-(4-(4-methylthiazol-5-yl)phenyl)butyl)-6-oxopiperidine-4-carboxamide CC(CC(=O)C1CNC(CC1C(=O)NC(CCC)C1=CC=C(C=C1)C1=C(N=CS1)C)=O)(C)C